ClC=1C(=NC=CC1)N1N=C(C=C1C(=O)N)OCF 1-(3-chloro-2-pyridinyl)-3-(fluoromethoxy)-1H-Pyrazole-5-carboxamide